(4-bromophenyl)tetrahydro-2H-pyran-4-carbonitrile BrC1=CC=C(C=C1)C1OCCC(C1)C#N